4-ethyl-4-methylamino-1-octylamine C(C)C(CCCN)(CCCC)NC